(R)-8-((S)-4-acryloyl-2-methylpiperazin-1-yl)-l-1-(4-fluorophenyl)-3-methoxy-10-(trifluoromethyl)-3,4-dihydro-2H,6H-[1,4]thiazepino[2,3,4-ij]quinazolin-6-one C(C=C)(=O)N1C[C@@H](N(CC1)C1=NC(N2C3=C(C=C(C=C13)C(F)(F)F)S(C[C@H](C2)OC)C2=CC=C(C=C2)F)=O)C